2,7-dimethoxynaphthalene COC1=CC2=CC(=CC=C2C=C1)OC